3,5-bis-(2,4-dimethoxyphenyl)pyridine COC1=C(C=CC(=C1)OC)C=1C=NC=C(C1)C1=C(C=C(C=C1)OC)OC